CN(C1=NN(C=N1)CC1=CC=C(C=C1)C1=NOC(=N1)C(F)(F)F)C N,N-dimethyl-1-{4-[5-(trifluoromethyl)-1,2,4-oxadiazol-3-yl]benzyl}-1H-1,2,4-triazol-3-amine